The molecule is a sulfonamide resulting from the formal condensation of p-methoxybenzenesulfonic acid with the anilino nitrogen of 2-(aminomethyl)-N-(2-hydroxyethyl)aniline in which the hydrogens of the primary amino group have been replaced by methyl and p-chlorocinnamyl groups. KN-93 is a selective inhibitor of Ca(2+)/calmodulin-dependent protein kinase II. It has a role as an EC 2.7.11.17 (Ca(2+)/calmodulin-dependent protein kinase) inhibitor. It is a sulfonamide, a tertiary amino compound, a primary alcohol, a member of monochlorobenzenes and a monomethoxybenzene. CN(C/C=C/C1=CC=C(C=C1)Cl)CC2=CC=CC=C2N(CCO)S(=O)(=O)C3=CC=C(C=C3)OC